3-(para-hydroxyphenyl)propanamide helium carbon [C].[He].OC1=CC=C(C=C1)CCC(=O)N